N(=[N+]=[N-])C1=CC(=C(OC2=NC=C(C=C2F)Cl)C=C1)F 2-(4-azido-2-fluorophenoxy)-5-chloro-3-fluoropyridine